butyl (2S)-2,4-dicarbamoyl-4-((3,5-dibromo-1H-pyrazol-1-yl)methyl)pyrrolidine-1-carboxylate C(N)(=O)[C@H]1N(CC(C1)(CN1N=C(C=C1Br)Br)C(N)=O)C(=O)OCCCC